O1C(OCC1)CCC1(CCC(CC1)C(C)(C)C)O 1-(2-(1,3-dioxolan-2-yl)ethyl)-4-(tert-butyl)cyclohexan-1-ol